(R)-5-fluoro-2-(3-methyl-8-((1-methylpiperidin-3-yl)amino)pyridino[2,3-d]pyridazin-5-yl)phenol FC=1C=CC(=C(C1)O)C1=C2C(=C(N=N1)N[C@H]1CN(CCC1)C)N=CC(=C2)C